benzyl-sulfonium hexafluoroantimonate F[Sb-](F)(F)(F)(F)F.C(C1=CC=CC=C1)[SH2+]